OC=1C=CC=C2C=CC(=NC12)C(C(CC(=O)O)(O)C(=O)O)C(=O)O.FC(C1=CC=CC(=N1)C(=O)N)(F)F 6-(trifluoromethyl)pyridine-2-carboxamide 8-hydroxyquinolinecitrate salt